(3aR,6aR)-5-methylhexahydropyrrolo[3,4-b]pyrrol CN1C[C@@H]2NCC[C@@H]2C1